C(=O)O.C(C)(C)C1=CN=C2N1C=C(N=C2N[C@@H](C)C2=CC=CC=C2)SC2CCNCC2 (S)-3-isopropyl-N-(1-phenylethyl)-6-(piperidin-4-ylthio)imidazo[1,2-a]pyrazin-8-amine formate salt